FC(=C(F)F)[B-](C(=C(F)F)F)(C(=C(F)F)F)C(=C(F)F)F.[CH+]1C=CC=CC=C1 tropylium tetrakis(1,2,2-trifluoroethenyl)borate